NC(CCNC(=O)N1[C@H](C(NC2=C(C1)C=CC=C2)=O)[C@@H](C)CC)=O (S)-N-(3-amino-3-oxopropyl)-3-((S)-sec-butyl)-2-oxo-1,2,3,5-tetrahydro-4H-benzo[e][1,4]diazepine-4-carboxamide